1-(1-(1-acryloylpiperidin-4-yl)azetidin-3-yl)-3-(2,6-dichloro-3,5-dimethoxyphenyl)-7-(methylamino)-3,4-dihydropyrimido[4,5-d]pyrimidin-2(1H)-one C(C=C)(=O)N1CCC(CC1)N1CC(C1)N1C(N(CC=2C1=NC(=NC2)NC)C2=C(C(=CC(=C2Cl)OC)OC)Cl)=O